NC1=C2C(=NC=N1)N(N=C2C2=CC=C(C=C2)OC2=C(C(=CC=C2)OC)F)[C@H]2C[C@H](CC2)O cis-3-(4-amino-3-(4-(2-fluoro-3-methoxyphenoxy)phenyl)-1H-pyrazolo[3,4-d]pyrimidin-1-yl)cyclopentane-1-ol